NC(CCC)(CCC)N Diaminoheptan